CN1C(NC2(C1=O)CCN(CC2)C(=O)OC(C)(C)C)=O 3-methyl-8-tert-butoxycarbonyl-1,3,8-triazaspiro[4.5]decane-2,4-dione